The molecule is a methyl ketone that is benzamide in which one of the meta hydrogens has been replaced by an acetyl group. It is a bacterial secondary metabolite from actinomycete strain WA23-4-4 isolated from the intestinal tract of Periplaneta americana (American cockroach), it shows significant antifungal activity against Candida albicans ATCC 10231 and Aspergillus niger ATCC 16404 but is less active against Trichophyton rubrum ATCC 60836 and Aspergillus fumigatus ATCC 96918. It has a role as an antifungal agent and a bacterial metabolite. It is a member of benzamides, a primary carboxamide, an aromatic ketone and a methyl ketone. CC(=O)C1=CC(=CC=C1)C(=O)N